CC1CCC2=C(NC1=O)C=NC=C2 3-methyl-4,5-dihydro-1H-pyrido[3,4-b]azepin-2(3H)-one